FC=1C=C(C(=O)NC=2C=CC=C3C=CC=NC23)C=CC1 8-(3-fluorobenzoyl)aminoquinoline